ClC1N(C=CN=C1I)C 2-chloro-1-methyl-iodopyrazine